3-methylhex-2-en-1-ol CC(=CCO)CCC